C1(C=CC=C2OC3=CC=CC=C3N=C12)=O Phenoxazin-1-one